N=1C=NN2C=NC(=CC21)OC2=C(C=C(C=C2)NC2=NC=NC1=CC=C(C(=C21)N2CC(C2)N(C)C)NC(\C=C\CN(C)C)=O)C (E)-N-(4-((4-([1,2,4]triazolo[1,5-c]pyrimidin-7-yloxy)-3-methylphenyl)amino)-5-(3-(dimethylamino)azetidin-1-yl)quinazolin-6-yl)-4-(dimethylamino)but-2-enamide